(+-)-6-(2-(pyridin-3-yl)piperidine-1-yl)-[2,3'-bipyridin]-3-ol N1=CC(=CC=C1)[C@@H]1N(CCCC1)C1=CC=C(C(=N1)C=1C=NC=CC1)O |r|